Ammonium 3-(icosylthio)propyl (R)-(((1-(6-amino-9H-purin-9-yl)propan-2-yl)oxy)methyl)phosphonate NC1=C2N=CN(C2=NC=N1)C[C@@H](C)OCP(OCCCSCCCCCCCCCCCCCCCCCCCC)([O-])=O.[NH4+]